N-(1-cyclopropyl-2-oxo-1,2-dihydropyridin-3-yl)-2-((1S,4R)-1-(fluoromethyl)-2-oxabicyclo[2.2.1]heptan-4-yl)-7-isopropoxyimidazo[1,2-a]pyrimidine-6-carboxamide C1(CC1)N1C(C(=CC=C1)NC(=O)C=1C(=NC=2N(C1)C=C(N2)[C@@]21CO[C@@](CC2)(C1)CF)OC(C)C)=O